C(C)OC(=O)C=1C(=NC2=C(C(=C(C=C2C1)Cl)C1=C(C(=CC=C1)C)C(F)(F)F)F)Cl 2,6-dichloro-8-fluoro-7-(3-methyl-2-(trifluoromethyl)phenyl)quinoline-3-carboxylic acid ethyl ester